[4'-amino-4-chloro-(1,1'-biphenyl)-3-yl](4-ethoxyphenyl)methanone NC1=CC=C(C=C1)C1=CC(=C(C=C1)Cl)C(=O)C1=CC=C(C=C1)OCC